BrC1=CC(=C(C=C1)[N+](=O)[O-])OC(C)C 4-bromo-2-isopropoxy-1-nitrobenzene